5-(5-(1-(dimethylglycyl)piperidin-4-yl)-3-isopropyl-1H-indol-2-yl)-1,6-dimethyl-2-oxo-1,2-dihydropyridine-3-carbonitrile CN(CC(=O)N1CCC(CC1)C=1C=C2C(=C(NC2=CC1)C=1C=C(C(N(C1C)C)=O)C#N)C(C)C)C